5-[3-(2,6-dimethyl-pyridin-3-yl)-1,2,4-oxadiazol-5-yl]-1-(propan-2-yl)-1H-1,2,3-benzotriazole CC1=NC(=CC=C1C1=NOC(=N1)C1=CC2=C(N(N=N2)C(C)C)C=C1)C